FC1=CC=C(C(=O)N2[C@@H](C=3N(CC2)C(=NC3NC(=O)C3CC3)C3=NC(=NS3)C)C)C=C1 (R)-N-(7-(4-fluorobenzoyl)-8-methyl-3-(3-methyl-1,2,4-thiadiazol-5-yl)-5,6,7,8-tetrahydroimidazo[1,5-a]pyrazin-1-yl)cyclopropanecarboxamide